aminopropyl-trimethylethoxysilane NCCCC(C)O[Si](C)(C)C